CC1=CC=C(C=C1)C(C(C1=CC=C(C=C1)C)=NN)=NN 4,4'-dimethyl-benzil dihydrazone